tert-butyl 4-(2-(((2-bromo-6-methylpyridin-4-yl)amino)methyl)-6-cyclopropylimidazo-[1,2-a]pyridin-8-yl)piperazine-1-carboxylate BrC1=NC(=CC(=C1)NCC=1N=C2N(C=C(C=C2N2CCN(CC2)C(=O)OC(C)(C)C)C2CC2)C1)C